N12C[C@H](C(CC1)CC2)NC(=O)C2=NC(=CC=C2N2[C@@H](CN(CC2)C(=O)C2(CCC2)C(F)(F)F)CC)C2=C(C=CC=C2)OCC N-[(3S)-1-azabicyclo[2.2.2]oct-3-yl]-6-(2-ethoxyphenyl)-3-[(2R)-2-ethyl-4-[1-(trifluoromethyl)-cyclobutanecarbonyl]piperazin-1-yl]pyridine-2-carboxamide